COC=1C=C(C=CC1OC)C1=C(C=2N=C(N=CC2N1)C1=NN=C(O1)C(C)(C)N)CC 2-(5-(6-(3,4-dimethoxyphenyl)-7-ethyl-5H-pyrrolo[3,2-d]pyrimidin-2-yl)-1,3,4-oxadiazol-2-yl)propan-2-amine